C1(CC1)C1=CC(=C2C(=N1)ON=C2N2C(N1C(=C2)C([C@@H](C1)NS(=O)(=O)CC)(F)F)=O)C1=C(C=CC=C1F)F N-{(6R)-2-[6-cyclopropyl-4-(2,6-difluorophenyl)[1,2]oxazolo[5,4-b]pyridin-3-yl]-7,7-difluoro-3-oxo-2,5,6,7-tetrahydro-3H-pyrrolo[1,2-c]imidazol-6-yl}ethanesulfonamide